C(#N)C=1C=C(C=CC1F)N1C=C(C=2C(C(CCC12)(F)F)O)C(C(=O)N)(F)F 2-(1-(3-cyano-4-fluorophenyl)-5,5-difluoro-4-hydroxyl-4,5,6,7-tetrahydro-1H-indol-3-yl)-2,2-difluoroacetamide